1-Tert-butyl N-[[4-[[[2-(2,6-dioxo-3-piperidyl)-1,3-dioxo-isoindolin-4-yl]amino]methyl]phenyl]methyl]-N-methyl-carbamate O=C1NC(CCC1N1C(C2=CC=CC(=C2C1=O)NCC1=CC=C(C=C1)CN(C(OC(C)(C)C)=O)C)=O)=O